(2S)-N-Boc-4-methoxymethylenepyrrolidine-2-carboxylic acid tert-butylamine salt C(C)(C)(C)N.C(=O)(OC(C)(C)C)N1[C@@H](CC(C1)=COC)C(=O)O